CN(C)\C=C/1\C(CCCC1)=O (E)-2-((dimethylamino)methylene)cyclohexane-1-one